CC1(CNCCC1C1=CC=C(C=C1)C1=NOC(=C1)C1=NNC2=CC(=C(C=C12)F)OCCOC)C 3-{3-[4-(3,3-Dimethylpiperidin-4-yl)-phenyl]-isoxazol-5-yl}-5-fluoro-6-(2-methoxyethoxy)-1H-indazol